tetraisoamyl pyromellitate C(C=1C(C(=O)OCCC(C)C)=CC(C(=O)OCCC(C)C)=C(C(=O)OCCC(C)C)C1)(=O)OCCC(C)C